3-Chlorobenzyl ((2S)-3-cyclohexyl-1-((1-(5,5-dimethyl-2-oxopyrrolidin-3-yl)-3-hydroxypropan-2-yl)amino)-1-oxopropan-2-yl)carbamate C1(CCCCC1)C[C@@H](C(=O)NC(CC1C(NC(C1)(C)C)=O)CO)NC(OCC1=CC(=CC=C1)Cl)=O